ClC1=CC(=CC(=N1)CO)C1=C(C=C(C=C1)F)C1=NN=CN1C [6-chloro-4-[4-fluoro-2-(4-methyl-4H-1,2,4-triazol-3-yl)phenyl]pyridin-2-yl]methanol